ClC=1C=C(C=CC1Cl)C(=O)C1=CC=C(C=C1)O (3,4-dichlorophenyl)(4-hydroxyphenyl)methanone